FC(C1=CC=CC(=N1)C=1OC2=C(C=C(C=C2C(C1C)=O)C)C(C)NC1=C(C(=O)O)C=CC=C1)F 2-[1-[2-[6-(Difluoromethyl)-2-pyridyl]-3,6-dimethyl-4-oxo-chromen-8-yl]ethylamino]benzoic acid